2-dodecyl-1,3-phenylene diisocyanate C(CCCCCCCCCCC)C1=C(C=CC=C1N=C=O)N=C=O